5-benzyl-N-((7R,7aR,8aS)-5-methyl-6-oxo-5,6,7,7a,8,8a-hexahydro-cyclopropa[d]pyrazino[2,3-b]azepin-7-yl)-4H-1,2,4-triazole-3-carboxamide C(C1=CC=CC=C1)C=1NC(=NN1)C(=O)N[C@@H]1[C@H]2[C@@H](C3=C(N(C1=O)C)N=CC=N3)C2